NC1=NC=2C=CC(=CC2C2=C1C=NN2C)C(=O)N([C@@H]2COC1=C2C=CC(=C1)C1CCOCC1)C 4-amino-N,1-dimethyl-N-((3S)-6-(tetrahydro-2H-pyran-4-yl)-2,3-dihydro-1-benzofuran-3-yl)-1H-pyrazolo[4,3-c]quinoline-8-carboxamide